N-(3-((2-((diethylamino)methyl)benzyl)carbamoyl)phenyl)-2-fluorobenzamide C(C)N(CC)CC1=C(CNC(=O)C=2C=C(C=CC2)NC(C2=C(C=CC=C2)F)=O)C=CC=C1